4-chlorothiazolo[4,5-c]pyridine ClC1=NC=CC2=C1N=CS2